[K+].C(CC)(=O)[O-].C(CC)(=O)[O-].[K+] dipropionate potassium